(S)-3-(4-Bromo-3-fluoro-1H-pyrazol-1-yl)-N-(6-cyano-5-(trifluoromethyl)pyridin-3-yl)-2-hydroxy-2-methylpropanamide BrC=1C(=NN(C1)C[C@](C(=O)NC=1C=NC(=C(C1)C(F)(F)F)C#N)(C)O)F